cis-(3-aminocyclobutyl)-[(3S)-3-(3,4-difluorophenyl)isoxazolidin-2-yl]methanone N[C@H]1C[C@H](C1)C(=O)N1OCC[C@H]1C1=CC(=C(C=C1)F)F